COC1=C(C(=CC(=C1)C(C)C)OC)C1=C2CC(N(C2=CC=C1C)CC)=O 4-(2,6-Dimethoxy-4-isopropylphenyl)-1-ethyl-5-methylindolin-2-one